FC=1C(=CC(=C(C1)N1C(C=CC2=CC(=CC=C12)S(=O)(=O)N(CC1=CC=C(C=C1)OC)C1=NOC=C1)=O)OC)C1CC(C1)=O (P)-1-(5-FLUORO-2-METHOXY-4-(3-OXOCYCLOBUTYL)PHENYL)-N-(ISOXAZOL-3-YL)-N-(4-METHOXYBENZYL)-2-OXO-1,2-DIHYDROQUINOLINE-6-SULFONAMIDE